COC1=C(ON2CCCCC2)C=CC(=C1)C (2-methoxy-4-methylphenoxy)piperidine